(2RS)-2-amino-4-(methylphosphinato)butanoic acid N[C@@H](C(=O)O)CCP(=O)([O-])C |r|